C(C)ONC(C1=CN=C(C=C1NC1=C(C(=CC=C1)C1=NC=C(C=N1)C)OC)NC1=NC(=NC=C1)C)=O N-Ethoxy-4-((2-methoxy-3-(5-methylpyrimidin-2-yl)phenyl)amino)-6-((2-methylpyrimidin-4-yl)amino)Nicotinamide